1-(3,5-difluorobenzyl)-5-hydroxy-1H-pyrazole-3-carboxylic acid ethyl ester C(C)OC(=O)C1=NN(C(=C1)O)CC1=CC(=CC(=C1)F)F